6-(4-chloro-3-fluorophenyl)-2-(3-fluorophenyl)-3-oxo-2,3-dihydropyridazine-4-carboxylic acid methyl ester COC(=O)C=1C(N(N=C(C1)C1=CC(=C(C=C1)Cl)F)C1=CC(=CC=C1)F)=O